tert-butyl N-[2-[[2-(2,6-dioxo-3-piperidyl)-1,3-dioxo-isoindolin-4-yl]amino]ethyl]-N-methyl-carbamate O=C1NC(CCC1N1C(C2=CC=CC(=C2C1=O)NCCN(C(OC(C)(C)C)=O)C)=O)=O